zirconium tetrakis(diphenylamide) C1(=CC=CC=C1)[N-]C1=CC=CC=C1.C1(=CC=CC=C1)[N-]C1=CC=CC=C1.C1(=CC=CC=C1)[N-]C1=CC=CC=C1.C1(=CC=CC=C1)[N-]C1=CC=CC=C1.[Zr+4]